FC1=C(C=CC=C1)C1=C2CCC(CC2=CC=C1)N1CCCC1 1-(5-(2-fluorophenyl)-1,2,3,4-tetrahydronaphthalen-2-yl)-pyrrolidine